(S)-3-phenylisoxazolidine C1(=CC=CC=C1)[C@H]1NOCC1